(E)-3-(5-(2-ethoxyvinyl)-1H-indazol-1-yl)piperidine-2,6-dione C(C)O/C=C/C=1C=C2C=NN(C2=CC1)C1C(NC(CC1)=O)=O